O1C[C@@H](CC1)N |r| (±)-tetrahydrofuran-3-amine